ClCC1=CC=C(S1)C(C)=O 1-(5-(chloromethyl)thiophen-2-yl)ethan-1-one